sulfamidite S(=O)(N)[O-]